B(O)(O)C1(CC1)B(O)O bis(borono)cyclopropane